((3R,5R,8R,9R,10S,13S,14S)-3-((tert-butyldimethylsilyl)oxy)-3,13-dimethyl-2,3,4,5,6,7,8,9,10,11,12,13,14,15-tetradecahydro-1H-cyclopenta[a]phenanthren-17-yl)methylphenylphosphine oxide [Si](C)(C)(C(C)(C)C)O[C@@]1(CC[C@@H]2[C@H]3CC[C@@]4(C(=CC[C@H]4[C@@H]3CC[C@@H]2C1)CP(C1=CC=CC=C1)=O)C)C